1,4,4,6-tetramethyl-2,3,3a,4,5,8-hexahydro-1H-5,8a-methanoazulene CC1CCC2C(C3C(=CCC12C3)C)(C)C